methyl 3,6-difluoro-2-nitrobenzoate FC=1C(=C(C(=O)OC)C(=CC1)F)[N+](=O)[O-]